methyl N-[5-[6-[(4-chlorophenyl)-(2-furylmethyl)carbamoyl]imidazo[1,2-a]pyridin-3-yl]-2-pyridyl]carbamate ClC1=CC=C(C=C1)N(C(=O)C=1C=CC=2N(C1)C(=CN2)C=2C=CC(=NC2)NC(OC)=O)CC=2OC=CC2